CN1C(C(=C(C2=CC(=CC=C12)C)N1CCC(CC1)OC1=CC=C(C=C1)OC(F)(F)F)C#N)=O 1,6-dimethyl-2-oxo-4-{4-[4-(trifluoromethoxy)phenoxy]piperidin-1-yl}-1,2-dihydroquinoline-3-carbonitrile